2-((2,2,2-trifluoroethyl)amino)pteridine-7(8H)-one FC(CNC1=NC=2NC(C=NC2C=N1)=O)(F)F